5-Chloro-2-[2-[[(1R,2R)-2-(dimethylamino)cyclopentyl]amino]oxazolo[4,5-b]pyridin-5-yl]-3-methyl-phenol ClC=1C=C(C(=C(C1)O)C1=CC=C2C(=N1)N=C(O2)N[C@H]2[C@@H](CCC2)N(C)C)C